O=C1NC(CCC1N1C(C2=CC=CC(=C2C1=O)NC(=O)[C@@H]1CC[C@@H](CC1)C(=O)NC1=C2C(N(C(C2=CC=C1)=O)C1C(NC(CC1)=O)=O)=O)=O)=O (cis)-N1,N4-bis(2-(2,6-Dioxopiperidin-3-yl)-1,3-dioxoisoindolin-4-yl)cyclohexane-1,4-dicarboxamide